C(C=C)(=O)NC=1C=C(C=CC1)C=1C=C(C(=C2C=NC=NC12)N)C1=C(C=C(C(=O)NC2=NC=CC(=C2)C2CC2)C=C1)F 4-(8-(3-acrylamidophenyl)-5-aminoquinazolin-6-yl)-N-(4-cyclopropylpyridin-2-yl)-3-fluorobenzamide